BrC=1C(=NC(=C(C1)Cl)C(C)(C)C)N1CCC(CCC1)(F)F 1-(3-bromo-6-tert-butyl-5-chloro-2-pyridinyl)-4,4-difluoro-azepane